[N-](C#N)C#N.C(CCC)[PH2+]C1=CC=CC=C1 butylphenyl-phosphonium dicyanamide salt